(R)-N-((R)-8-(5-((2,3-dichlorophenyl)thio)-6-ethylpyrazin-2-yl)-8-azaspiro[4.5]decan-1-yl)-2-methylpropane-2-sulfinamide ClC1=C(C=CC=C1Cl)SC=1N=CC(=NC1CC)N1CCC2(CCC[C@H]2N[S@](=O)C(C)(C)C)CC1